(E)-1-(4-(dimethylamino)but-2-enoyl)-3-methyl-N-(5-methylthiazol-2-yl)azetidine-3-carboxamide CN(C/C=C/C(=O)N1CC(C1)(C(=O)NC=1SC(=CN1)C)C)C